C1(CCC1)C=1C(=NN(C1C1=CC=C(C=C1)F)C)NC(=O)C1(CC(C1)(F)F)C N-(4-cyclobutyl-5-(4-fluorophenyl)-1-methyl-1H-pyrazol-3-yl)-3,3-difluoro-1-methylcyclobutane-1-carboxamide